N-(4-((4-(2-(3,5-dichloro-4-(2-chloroethoxy)phenyl)propan-2-yl)phenoxy)methyl)pyrimidin-5-yl)methanesulfonamide ClC=1C=C(C=C(C1OCCCl)Cl)C(C)(C)C1=CC=C(OCC2=NC=NC=C2NS(=O)(=O)C)C=C1